S1C(=CC2=C1C=CC=C2)B(O)O benzothiophene-2-boronic acid